ClC=1C=C(CNC2CCC(CC2)N)C=CC1 N4-(3-chloro-benzyl)-cyclohexane-1,4-diamine